N-(4-(4-amino-7-isopropylimidazo[5,1-f][1,2,4]triazin-5-yl)-3-ethoxybenzyl)-5-fluoro-2-methoxybenzamide NC1=NC=NN2C1=C(N=C2C(C)C)C2=C(C=C(CNC(C1=C(C=CC(=C1)F)OC)=O)C=C2)OCC